ethyl 4-(5-methoxy-6-(3-((6-methoxy-2-(4-methoxy-4-oxobutanoyl) thieno[3,2-b]pyridin-5-yl) oxy) propoxy) isoindolin-2-yl)-4-oxobutanoate COC=1C=C2CN(CC2=CC1OCCCOC1=C(C=C2C(=N1)C=C(S2)C(CCC(=O)OC)=O)OC)C(CCC(=O)OCC)=O